FC=1C=CC2=C(CN(C3=NC4=C(C(NCCO2)=O)C=NN4C=C3)CC(C)(C)O)C1 11-fluoro-14-(2-hydroxy-2-methylpropyl)-6,7,13,14-tetrahydro-1,15-ethenopyrazolo[4,3-f][1,4,8,10]benzoxatriazacyclotridecin-4(5H)-one